4-[4-(4-fluoro-phenyl)-1-(3-phenyl-propyl)-5-pyridine-4-yl-1H-imidazole-2-yl]-but-3-yn-1-ol FC1=CC=C(C=C1)C=1N=C(N(C1C1=CC=NC=C1)CCCC1=CC=CC=C1)C#CCCO